NCC(=O)OC1=NC2=CC=C(C=C2C(=C1)C1=CC=CC=C1)C1=CC(=CC=C1)CCC (4-phenyl-6-(3-propyl phenyl) quinolin-2-yl) glycinate